monomenthol succinate C(CCC(=O)O)(=O)O.C1(CC(C(CC1)C(C)C)O)C